tert-butyl (trans)-4-(2-oxoethyl)(cyclohexyl)carbamate O=CC[C@@H]1CC[C@H](CC1)NC(OC(C)(C)C)=O